(3R)-N-[2-(5-fluoro-3-pyridinyl)imidazo[2,1-f][1,2,4]Triazin-4-yl]-2,3,4,9-tetrahydro-1H-carbazol-3-amine FC=1C=C(C=NC1)C1=NN2C(C(=N1)N[C@@H]1CCC=3NC4=CC=CC=C4C3C1)=NC=C2